FC=1C=C(CN2C(C(CCC2)O)C(=O)N)C=CC1\C=C\C=1C(=C(C=CC1)C1=CC=CC=C1)C (E)-1-(3-fluoro-4-(2-(2-methylbiphenyl-3-yl)vinyl)benzyl)-3-hydroxypiperidine-2-carboxamide